N1(CN(CN(C1)CCO)CCO)CCO (hexahydro-1,3,5-triazine-1,3,5-triyl)-triethanol